C(C)C1=C(NC2=CC=C(C=C12)C1CCN(CC1)CC1=NOC(=C1)C1=CC=CC=C1)C1=C2C(=NC=C1)NN=C2 3-((4-(3-ethyl-2-(1H-pyrazolo[3,4-b]pyridin-4-yl)-1H-indol-5-yl)piperidin-1-yl)methyl)-5-phenylisoxazole